CC1(CC1)C=1C=C(N(N1)C1=CC=CC=C1)NC(=O)NC1=CC=C(C2=CC=CC=C12)OCCN1CCOCC1 1-[5-(1-methylcyclopropan-1-yl)-2-phenyl-2H-pyrazol-3-yl]-3-[4-(2-morpholin-4-yl-ethoxy)naphthalen-1-yl]-urea